trimethyl-mono-n-butyl-ammonium C[N+](CCCC)(C)C